(Z)-5-((1H-pyrrolo[3,2-c]pyridin-3-yl)methylene)-3-ethylimidazolidine-2,4-dione N1C=C(C=2C=NC=CC21)\C=C/2\C(N(C(N2)=O)CC)=O